N-(2-((2-(dimethylamino)ethyl)(methyl)amino)-5-((4-(5-fluoro-1-methyl-1H-indol-3-yl)pyrimidin-2-yl)amino)-4-methoxyphenyl)but-2-ynamide CN(CCN(C1=C(C=C(C(=C1)OC)NC1=NC=CC(=N1)C1=CN(C2=CC=C(C=C12)F)C)NC(C#CC)=O)C)C